FC=1C=C(C2=C(N=C(O2)C)C1)OC 5-fluoro-7-methoxy-2-methylbenzo[d]Oxazole